2,2-dimethylheptane CC(C)(CCCCC)C